3-[[4-Fluoro-2-(trifluoromethyl)phenyl](methyl)amino]-1-(oxazolidin-2-yl)-1H,4H,5H,6H,7H-pyrazolo[3,4-c]pyridine-6-carboxylic acid tert-butyl ester C(C)(C)(C)OC(=O)N1CC2=C(CC1)C(=NN2C2OCCN2)N(C)C2=C(C=C(C=C2)F)C(F)(F)F